(RS)-4-Ethynyl-N-(4-pyrrolidin-3-yl-phenyl)-benzamid C(#C)C1=CC=C(C(=O)NC2=CC=C(C=C2)[C@@H]2CNCC2)C=C1 |r|